B(OC1=CC(=CC(=C1)C(F)(F)F)C(F)(F)F)([O-])[O-] [3,5-bis(trifluoro-methyl) phenyl] borate